tert-butyl N-methyl-N-(5,6,7,8-tetrahydro-4H-cyclohepta[b]thiophen-6-yl)carbamate CN(C(OC(C)(C)C)=O)C1CCC2=C(SC=C2)CC1